NC=1C(=C(C(=C(C(=O)NC2=C(C=CC(=C2)N2N=NC(=C2)C(=O)N2CCN(CC2)C)N2CCN(CC2)C)C1)Cl)C)F 5-amino-2-chloro-4-fluoro-3-methyl-N-(2-(4-methylpiperazin-1-yl)-5-(4-(4-methylpiperazin-1-carbonyl)-1H-1,2,3-triazol-1-yl)phenyl)benzamide